NC1=CC(=CC=2CC(N(CC(C21)C2=C(C=CC(=C2)F)Cl)S(=O)(=O)C2=CC=C(C)C=C2)=O)Br 6-amino-8-bromo-5-(2-chloro-5-fluorophenyl)-3-tosyl-1,3,4,5-tetrahydro-2H-benzo[d]azepin-2-one